(12aR)-9-bromo-10-chloro-6-oxo-3,4,12,12a-tetrahydro-6H-pyrazino[2,1-c][1,4]benzooxazepine-2(1H)-carboxylic acid tert-butyl ester C(C)(C)(C)OC(=O)N1C[C@@H]2COC3=C(C(N2CC1)=O)C=CC(=C3Cl)Br